NC1=C(N=CC2=C(C=CC=C12)C1=CN=NC=C1OC)C(=O)NCCC 4-amino-8-(5-methoxypyridazin-4-yl)-N-propylisoquinoline-3-carboxamide